NC1=CC=C(C(=O)OCC)C=C1.NC1=CC=C(C(=O)OCC)C=C1 diethyl bis(4-aminobenzoate)